N-dodecyl-N',N'-dihexylurea C(CCCCCCCCCCC)NC(=O)N(CCCCCC)CCCCCC